trans-2-(((3-Methyl-3-((tetrahydro-2H-pyran-2-yl)oxy)cyclobutyl)methyl)thio)benzo[d]thiazole CC1(CC(C1)CSC=1SC2=C(N1)C=CC=C2)OC2OCCCC2